2-((2-aminoethyl)(2-(3-(2-((2-((cyanomethyl)amino)eth-yl)amino)ethyl)-2-oxoimidazolidin-1-yl)ethyl)amino)acetonitrile NCCN(CC#N)CCN1C(N(CC1)CCNCCNCC#N)=O